9,17-ditoluenesulfonyl-1,5,13-trioxa-9,17-diazaicosane C(C1=CC=CC=C1)S(=O)(=O)N(CCCOCCCO)CCCOCCCN(CCC)S(=O)(=O)CC1=CC=CC=C1